FC(C1=CC2=C(N=C(N=C2)NC2=CC(=C(C(=O)NOCC(C)C)C=C2OC)F)N1CC1=NC=CN=C1N(S(=O)(=O)C)C)F 4-((6-(difluoromethyl)-7-((3-(N-methylmethylsulfonamido)pyrazin-2-yl)methyl)-7H-pyrrolo[2,3-d]pyrimidin-2-yl)amino)-2-fluoro-N-isobutoxy-5-methoxybenzamide